N1=CN=C(C2=C1NC=C2)N2CCN(CC2)C([C@H]([C@@H]2C1(CCC1)CCN2)C2=CC=C(C=C2)Cl)=O (S)-1-(4-(7H-pyrrolo[2,3-d]pyrimidin-4-yl)piperazin-1-yl)-2-(4-chlorophenyl)-2-((R)-6-azaspiro[3.4]oct-5-yl)ethan-1-one